4-ethyl-1,3-dioxan-2-one C(C)C1OC(OCC1)=O